4-(((1-methyl-1H-pyrazol-3-yl)methyl)sulfonyl)-3-(2-methyl-4-oxo-3,4-dihydroquinazolin-7-yl)benzamide CN1N=C(C=C1)CS(=O)(=O)C1=C(C=C(C(=O)N)C=C1)C1=CC=C2C(NC(=NC2=C1)C)=O